BrCC1(C(=O)O)CC(=CC=C1)Cl 1-(bromomethyl)-3-chlorobenzoic acid